N-((1S,3R)-3-(3-bromo-4-fluorobenzyl)-3-(3-(hydroxymethyl)-1,2,4-oxadiazol-5-yl)cyclopentyl)methanesulfonamide BrC=1C=C(C[C@]2(C[C@H](CC2)NS(=O)(=O)C)C2=NC(=NO2)CO)C=CC1F